NC/C(/CN1N=CN(C1=O)CC=1C(=CSC1)C=1C=C2CCC(NC2=C(C1)C)=O)=C\F 6-[4-({1-[(2E)-2-(aminomethyl)-3-fluoroprop-2-en-1-yl]-5-oxo-1,5-dihydro-4H-1,2,4-triazol-4-yl}methyl)thiophen-3-yl]-8-methyl-3,4-dihydroquinolin-2(1H)-one